7-phenyl-1-heptanol C1(=CC=CC=C1)CCCCCCCO